(R)-phenyl n-propyl sulfoxide C(CC)[S@@](=O)C1=CC=CC=C1